heptyl (20Z,23Z)-11-isothiocyanatononacosa-20,23-dienoate N(=C=S)C(CCCCCCCCCC(=O)OCCCCCCC)CCCCCCCC\C=C/C\C=C/CCCCC